Cl.N1(C=NC=C1)C1=C2C(=C(N=C1)C=1SC=3N=C(SC3N1)N([C@@H]1C[C@H](NCC1)C)C)NC=C2 |o1:21,23| 2-(4-imidazol-1-yl-1H-pyrrolo[2,3-c]pyridin-7-yl)-N-methyl-N-[(2R*,4S*)-2-methyl-4-piperidyl]thiazolo[5,4-d]thiazol-5-amine hydrochloride